NC1=C2C(C(=O)OC2=O)=CC=C1 aminophthalic anhydride